OCC(C)N(C(=O)C1CC(C1)OC1=NC(=C(C2=CC3=C(C=C12)NN=C3)C3=CC(=NC=C3)C)C3CCOCC3)C N-(2-hydroxy-1-methyl-ethyl)-N-methyl-3-[[5-(2-methyl-4-pyridinyl)-6-tetrahydropyran-4-yl-1H-pyrazolo[4,3-g]isoquinolin-8-yl]oxy]cyclobutanecarboxamide